Tert-Butyl (1-(6-amino-5-((3-amino-2-chlorophenyl)thio)pyrazin-2-yl)-4-methylpiperidin-4-yl)carbamate NC1=C(N=CC(=N1)N1CCC(CC1)(C)NC(OC(C)(C)C)=O)SC1=C(C(=CC=C1)N)Cl